ethyl (R)-3-(3,4-difluoro-2-methylphenyl)-5-methyl-4-oxo-5-(trifluoromethyl)-4,5-dihydrofuran-2-carboxylate FC=1C(=C(C=CC1F)C1=C(O[C@](C1=O)(C(F)(F)F)C)C(=O)OCC)C